CCN(CC)[Si](C)(C)C N-trimethylsilyldiethylamine